FC1=CC=C(C=C1)C=1N=C(NC1)C1COC2=CC=C(C=C2C1)OC1=C2CCC(NC2=NC=C1)=O 5-((3-(4-(4-fluorophenyl)-1H-imidazol-2-yl)chroman-6-yl)oxy)-3,4-dihydro-1,8-naphthyridin-2(1H)-one